(6-(3-(trifluoromethoxy)phenyl)-2-azaspiro[3.4]octan-2-yl)methanone FC(OC=1C=C(C=CC1)C1CC2(CN(C2)C=O)CC1)(F)F